3-(5,5'-difluoro-6'-methyl-[3,4'-bipyridin]-2'-yl)-5-(pyridin-4-yl)-1,2,4-oxadiazole FC=1C=C(C=NC1)C1=CC(=NC(=C1F)C)C1=NOC(=N1)C1=CC=NC=C1